2-(4-methyl-5-keto-4-prop-2-yl-1H-imidazol-2-yl)quinoline-3-carboxylic acid CC1(N=C(NC1=O)C1=NC2=CC=CC=C2C=C1C(=O)O)C(C)C